C(C)C(CCCC=C)CC 6-ethyl-octene